FC(OC1=CC=NC=C1)(F)F 4-(trifluoromethoxy)pyridin